2-(5-bromo-3-fluoro-4-(4-fluoro-2,6-dimethylphenoxy)thiophen-2-yl)propanol BrC1=C(C(=C(S1)C(CO)C)F)OC1=C(C=C(C=C1C)F)C